C(C)OC(=C)C1=NC(=CC2=C1NC=N2)N2C=NC=C2 4-(1-ethoxyvinyl)-6-(1H-imidazole-1-yl)-3H-imidazo[4,5-c]Pyridine